C(C)O[Si](CCCCCCCCCCCN)(OCC)OCC 11-(triethoxysilyl)undecan-1-amine